C(C)(C)(C)OC(=O)C1=CC=C(C=C1)C1=CC=C(C=N1)CCC(=O)O 3-(6-(4-(tert-butoxycarbonyl)phenyl)pyridin-3-yl)propanoic acid